5'-methyl-4',5'-dihydro-2'H,6H-spiro[benzo[4,5]imidazo[2,1-a]isoquinoline-5,3'-furan]-2'-one CC1CC2(C(O1)=O)CN1C(C=3C=CC=CC32)=NC3=C1C=CC=C3